C(C1=CC=CC=C1)C=1SC=C(N1)CNCCCCCC N-[(2-benzylthiazol-4-yl)methyl]N-hexylamine